[Si](C)(C)(C(C)(C)C)OC1=C(CC2=C(C=CC=C2)C(C#N)O)C=CC=C1 2-(2-(2-(tert-butyldimethylsilyloxy)benzyl)phenyl)-2-hydroxyacetonitrile